ClC1=C(C(=O)NC(=O)NC2=C(C=C(C(=C2)Cl)Cl)Cl)C(=CC=C1)Cl N-(2,6-dichlorobenzoyl)-N'-(2,4,5-trichlorophenyl)urea